C(CCCC)OC([C@@H](NP(=O)(OC1=CC=C(C=C1)C(C)(C)C)OC[C@H]1O[C@@]([C@@H]([C@@H]1O)O)(C#N)C1=CC=C2C(=NC=NN21)N)CC(=O)OCCCCC)=O N-((((2R,3S,4R,5R)-5-(4-aminopyrrolo[2,1-f][1,2,4]triazine-7-yl)-5-cyano-3,4-dihydroxytetrahydrofuran-2-yl)methoxy)(4-tert-butylphenoxy)phosphoryl)-L-aspartic acid-1,4-dipentylester